3-(3-methoxypropoxy)benzenesulfonate COCCCOC=1C=C(C=CC1)S(=O)(=O)[O-]